N1=CC(=CC=C1)COC(NC1=CC(=C(C=C1)CNC(C1=C(C=CC(=C1)F)N1CCCC1)=O)OC)=O pyridin-3-ylmethyl(4-((5-fluoro-2-(pyrrolidin-1-yl)benzamido)methyl)-3-methoxyphenyl)carbamate